ClC1=CC=C(C=C1)C12CC3(CC(CC(C1)C3)C2)CNC2CCN(CC2)C [3-(4-Chloro-phenyl)-adamantan-1-ylmethyl]-(1-methyl-piperidin-4-yl)-amine